N-methyl-1H-indazole-5-carboxamide CNC(=O)C=1C=C2C=NNC2=CC1